C(C)(C)(C)N(C(O)=O)CCN1N=CC(=C1)C1=NN2C(C(N1C(C)C)=O)=NC=C2C=2N=CN(C2)C(C2=CC=CC=C2)(C2=CC=CC=C2)C2=CC=CC=C2.CN2CC1=CC=CCC1CC2 N-methyl-tetrahydroisoquinoline tert-butyl-(2-(4-(3-isopropyl-4-oxo-7-(1-trityl-1H-imidazol-4-yl)-3,4-dihydroimidazo[2,1-f][1,2,4]triazin-2-yl)-1H-pyrazol-1-yl)ethyl)carbamate